Cl.Cl.N(=NC(C)(C)C=1NCCN1)C(C)(C)C=1NCCN1 2,2'-azobis(2-(2-imidazolin-2-yl)propane)-dihydrochloride